platinum dithiolate C1=CSSC1C(=O)O.C1=CSSC1C(=O)O.[Pt]